C1[C@@H](C)O1 R-(-)-Propylene Oxide